C1(CC1)NC=1SC(=CN1)C(=O)NC=1C=C(C(=O)O)C=CC1C 3-{[2-(cyclopropylamino)-1,3-thiazole-5-carbonyl]Amino}-4-methylbenzoic acid